CC1(C[C@@H](NC=2N1N=CC2C(=O)N2CC1(CC1C2)C2=C(C=C(C=C2)C(F)(F)F)F)C2=CC=CC=C2)C ((5R)-7,7-dimethyl-5-phenyl-4,5,6,7-tetrahydropyrazolo[1,5-a]pyrimidin-3-yl)(1-(2-fluoro-4-(trifluoromethyl)phenyl)-3-azabicyclo[3.1.0]hex-3-yl)methanone